ClC1=CC=C2C(=CNC2=C1C1=NN(N=C1)C)S(=O)(=O)NC1=NC(=C(C(=N1)OC)OCC(F)F)OC 6-chloro-N-[5-(2,2-difluoroethoxy)-4,6-dimethoxy-pyrimidin-2-yl]-7-(2-methyltriazol-4-yl)-1H-indole-3-sulfonamide